2,3,3,5,5,8-hexamethylnon-7-en-4-one CC(C)C(C(C(CC=C(C)C)(C)C)=O)(C)C